C(C1=CC=CC=C1)N1CCC(CC1)(C(=O)OC)C=1C=CC(=NC1C#N)C=1C(=NC=CC1)OCC methyl 1-benzyl-4-(6-cyano-2'-ethoxy-[2,3'-bipyridin]-5-yl)piperidine-4-carboxylate